6-(acryloyloxy)-2-naphthoic acid C(C=C)(=O)OC=1C=C2C=CC(=CC2=CC1)C(=O)O